3-[6-({4-[2-Amino-6-(m-cyanophenyl)-4-pyrimidinyl]-1H-1,2,3-triazol-1-yl}methyl)-2-pyridyl]-3-hydroxycyclopentanecarboxylic acid NC1=NC(=CC(=N1)C=1N=NN(C1)CC1=CC=CC(=N1)C1(CC(CC1)C(=O)O)O)C1=CC(=CC=C1)C#N